C(C)OC(C(=C)OC1=CC(=C(C=C1)C(C1=CC=CC=C1)=O)O)=O 2-(4-benzoyl-3-hydroxyphenoxy)acrylic acid ethyl ester